6-(3,4-difluorophenyl)-1-[(1-methylpyrazol-3-yl)methyl]-3H-imidazo[4,5-b]pyridin-2-one FC=1C=C(C=CC1F)C=1C=C2C(=NC1)NC(N2CC2=NN(C=C2)C)=O